7-(2-methoxy-4,6-dimethyl-phenyl)-4-(methoxymethyl)-2-(3-piperidyl)-1,8-naphthyridine COC1=C(C(=CC(=C1)C)C)C1=CC=C2C(=CC(=NC2=N1)C1CNCCC1)COC